(2R,3S,4S,5S)-5-(4-aminopyrrolo[2,1-f][1,2,4]triazin-7-yl)-2-cyano-2-(((phenoxy((2-(pivaloyloxy)ethyl)amino)phosphoryl)oxy)methyl)tetrahydrofuran-3,4-diyl bis(2-methylpropanoate) CC(C(=O)O[C@@H]1[C@](O[C@H]([C@@H]1OC(C(C)C)=O)C1=CC=C2C(=NC=NN21)N)(COP(=O)(NCCOC(C(C)(C)C)=O)OC2=CC=CC=C2)C#N)C